FC(C(=O)O)(F)F.FC(C(=O)O)(F)F.CN[C@H]1CN(CC1)C1=NC(=NC(=C1)C1=CC(=NN1)C(F)(F)F)N (R)-4-(3-(methylamino)pyrrolidin-1-yl)-6-(3-(trifluoromethyl)-1H-pyrazol-5-yl)pyrimidin-2-amine ditrifluoroacetate salt